1-(9-Butyl-1-methyl-beta-carbolin-6-yl)-3-(4-chlorophenyl)urea C(CCC)N1C2=CC=C(C=C2C=2C=CN=C(C12)C)NC(=O)NC1=CC=C(C=C1)Cl